C(CCCCCCCCCCCCCCCCCCCCC)(=O)OCCCCCC n-hexyl docosanoate